[In].[Sn].[Ge] germanium tin indium